4-(3-(2-(methoxymethoxy)phenyl)-7-((2-(trimethylsilyl)ethoxy)methyl)-7H-pyrrolo[2,3-c]pyridazin-5-yl)morpholine COCOC1=C(C=CC=C1)C1=CC2=C(N=N1)N(C=C2N2CCOCC2)COCC[Si](C)(C)C